S(=O)(=O)(O)C(C(=O)OC(CCCCC)CC)CC(=O)[O-].[Na+] Sodium ethylhexyl sulfosuccinate